C(C)C=1C=NC=C(C1)C#CC1=C(C=CC=C1)NS(=O)(=O)C=1C(=CC=C2C=CC=NC12)CC 3-Ethyl-5-[2-(7-ethyl-chinolin-8-sulfonylamino)-phenylethynyl]-pyridin